N=1C=NN2C1C=CC(=C2)C=2N=C(NC2C2=NC(=CC=C2)C)CNC([C@H](CC2=CC=CC=C2)N)=O (S)-N-((4-([1,2,4]triazolo[1,5-a]pyridin-6-yl)-5-(6-methylpyridin-2-yl)-1H-imidazol-2-yl)methyl)-2-amino-3-phenylpropionamide